ClC=1C(=CC=2N=C(NC(C2N1)=O)C)C(F)(F)F 6-chloro-2-methyl-7-(trifluoromethyl)pyrido[3,2-d]pyrimidin-4(3H)-one